ClC=1C=C(OCCC(=O)O)C=CC1C=O 3-(3-chloro-4-formylphenoxy)propanoic acid